4-Hydroxy-5-methoxyisophthalaldehyd OC1=C(C=C(C=O)C=C1OC)C=O